2,4-disulfonyl-chloromesyl-benzene S(=O)(=O)=C1C(C=CC(C1Cl)=S(=O)=O)S(=O)(=O)C